BrC1=CC=C2[C@](NC(N(C2=C1)CC1=CC=C(C=C1)OC)=O)(C(C)(F)F)C#CC1CC1 (S)-7-bromo-4-(cyclopropylethynyl)-4-(1,1-difluoroethyl)-1-(4-methoxybenzyl)-3,4-dihydroquinazolin-2(1H)-one